C(C)(C)(C)C=1C(=C(C=CC1)[I+]C1=CC=CC=C1)C(C)(C)C Di-tert-butyldiphenyliodonium